N-(3-(3'-chloro-6-methoxy-5-((((5-oxopyrrolidin-2-yl)methyl)amino)methyl)-[2,4'-bipyridin]-2'-yl)-2-methylphenyl)-7-(2-hydroxyethyl)-5,6,7,8-tetrahydro-2,7-naphthyridine-3-carboxamide ClC=1C(=NC=CC1C1=NC(=C(C=C1)CNCC1NC(CC1)=O)OC)C=1C(=C(C=CC1)NC(=O)C=1N=CC=2CN(CCC2C1)CCO)C